C(C)(C)(C)OC(=O)N(CC(=O)O)CCOC(CN(CCOC)C(=O)OC(C)(C)C)=O 2-[tertbutoxycarbonyl-[2-[2-[tert-butoxycarbonyl(2-methoxyethyl)amino]acetyl]oxyethyl]amino]acetic acid